(2R)-2-[3,5-dichloro-4-[(4-hydroxy-3-phenyl-phenyl)methyl]phenoxy]propanoic acid ClC=1C=C(O[C@@H](C(=O)O)C)C=C(C1CC1=CC(=C(C=C1)O)C1=CC=CC=C1)Cl